COC1=CC=C(C=C1)C1=C(C(=NN1C1=CC=CC=C1)C(F)F)C#N 5-(4-methoxyphenyl)-1-phenyl-3-difluoromethyl-1H-pyrazole-4-carbonitrile